(4Z)-2-(trifluoromethyl)pyridine-4-carbaldehyde oxime FC(C1=NC=CC(=C1)C=NO)(F)F